ClC=1C(=CC(=NC1)NC(C)C)C=1C=CNC1 4-(5-CHLORO-2-ISOPROPYLAMINOPYRIDIN-4-YL)-1H-PYRROLE